CC([C@@H](C(=O)N1[C@@H]([C@H]2C([C@H]2C1)(C)C)C(=O)O)NC=1SC=CN1)(C)C (1R,2S,5S)-3-[(2S)-3,3-dimethyl-2-(thiazol-2-ylamino)butanoyl]-6,6-dimethyl-3-azabicyclo[3.1.0]hexane-2-carboxylic acid